4-((2-methylpyridin-4-yl)amino)-N-(3-(phenylamino)phenyl)benzamide CC1=NC=CC(=C1)NC1=CC=C(C(=O)NC2=CC(=CC=C2)NC2=CC=CC=C2)C=C1